6-(methoxy(phenyl)methyl)-N2-methylpyridine-2,4-dicarboxamide COC(C1=CC(=CC(=N1)C(=O)NC)C(=O)N)C1=CC=CC=C1